NC1=NC=C(C(=O)N2C(CN(CC2)C(=O)OCCCC)(C)C)C=C1O butyl 4-(6-amino-5-hydroxynicotinoyl)-3,3-dimethylpiperazine-1-carboxylate